NC=1C(=C2N(C3C1C(NC3=O)C3=C(C=CC(=C3)F)Cl)C=CN2)[2H] 4-Amino-3-(2-chloro-5-fluorophenyl)-2,3,6,9a-tetrahydro-1H-imidazo[1,2-a]pyrrolo[3,4-e]pyridin-1-one-5-d